4-methyl-2-pentanone oxime CC(CC(C)=NO)C